NC1=C2C(=NC=N1)N(N=C2C2=CC=C(C=C2)OC2=CC=CC=C2)CCC(=O)NC2=C(C=CC=C2)N 3-(4-Amino-3-(4-phenoxyphenyl)-1H-pyrazolo[3,4-d]pyrimidin-1-yl)-N-(2-aminophenyl)propanamide